Dimesityl-(4-cyanophenyl)bismuthane tert-butyl-((1R,3S)-3-(2-(pyrimidin-2-yl)hydrazinecarbonyl)cyclohexyl)carbamate C(C)(C)(C)N(C(O)=O)[C@H]1C[C@H](CCC1)C(=O)NNC1=NC=CC=N1.C1(=C(C(=CC(=C1)C)C)[Bi](C1=CC=C(C=C1)C#N)C1=C(C=C(C=C1C)C)C)C